ClC1=NC=C(C(=N1)NCC1=C(C=CC=C1F)Cl)C(=O)N 2-chloro-4-((2-chloro-6-fluorobenzyl)amino)pyrimidin-5-carboxamide